COC(=O)C1=CC2=C(N=C(S2)Br)C(=C1)C1NCOC1 2-bromo-4-(oxazolidin-4-yl)-1,3-benzothiazole-6-carboxylic acid methyl ester